5-(11-Piperazin-1-yl-4,7,12-triazatricyclo[7.4.0.02,7]trideca-1(9),10,12-trien-4-yl)quinoline-8-carbonitrile N1(CCNCC1)C1=CC=2CN3CCN(CC3C2C=N1)C1=C2C=CC=NC2=C(C=C1)C#N